C(C#C)N1N=CC=C1 N-prop-2-ynyl-1H-pyrazole